OC(C(=O)O)C(CO)O 2,3,4-trihydroxybutanoic acid